NC1=C(C(=NN1C)[C@H]1C[C@@H](CC1)C1=CN=C(S1)C(F)(F)F)C(=O)NC1=CC(=C(C=C1)F)Cl 5-Amino-N-(3-chloro-4-fluorophenyl)-1-methyl-3-((1R,3R)-3-(2-(trifluoromethyl)thiazol-5-yl)cyclopentyl)-1H-pyrazole-4-carboxamide